CN([C@@H](CC(C)C)C(=O)O)[C@H](C(F)(F)F)C=1C=CC2=C(OC3=C2C=C(C=C3)C3=CN=C(N3C)C)C1 methyl-((S)-1-(8-(1,2-dimethyl-1H-imidazol-5-yl)dibenzo[b,d]furan-3-yl)-2,2,2-trifluoroethyl)-L-leucine